aminoazide NN=[N+]=[N-]